FC(C(=O)O)(C(C(C(C(C(C(F)(F)F)(F)F)(F)F)(F)F)(F)F)(F)F)F.C(CCC)P(CCCC)CCCC tributyl-phosphine perfluorooctanoate